1,3-bis(2,4,6-trimethylphenyl)-imidazolidin-2-ylidene-tricyclohexylphosphine CC1=C(C(=CC(=C1)C)C)N1C(N(CC1)C1=C(C=C(C=C1C)C)C)=C1C(CCCC1)P(C1CCCCC1)C1CCCCC1